CCCCCCCCCCCCCCCCCCCCCCCCCC(=O)N[C@@H](COP(=O)(O)O[C@@H]1[C@@H]([C@@H]([C@H]([C@@H]([C@H]1OC2[C@H]([C@H]([C@@H]([C@H](O2)COP(=O)(O)OC3[C@@H]([C@H](C([C@H]([C@H]3O)O)O)O)O)O)O)O)O)O)O)O)[C@@H](C(CCCCCCCCCCCCCC)O)O The molecule is an inositol phosphomannosylinositol phosphoceramide compound having an inositol 1-phosphoryl group linked to the mannose residue (at the 6-position) and a hexacosanoyl group amide-linked to a C18 phytosphingosine base, with no hydroxylation of the C26 very-long-chain fatty acid. It has a role as a Saccharomyces cerevisiae metabolite. It derives from a Man-1-2-Ins-1-P-Cer(t18:0/26:0). It is a conjugate acid of an Ins-1-P-6-Man-1-2-Ins-1-P-Cer(t18:0/26:0)(2-).